CN1C(C(CC1)C)=O 1,3-dimethyl-pyrrolidone